2-(4-bromo-3,5-difluorophenyl)-2-methylpropanenitrile BrC1=C(C=C(C=C1F)C(C#N)(C)C)F